N-[2-({4-[3-(3-ethylphenyl)-1H-pyrrolo[3,2-b]pyridin-2-yl]pyridin-3-yl}oxy)ethyl]-N-methylprop-2-enamide C(C)C=1C=C(C=CC1)C1=C(NC=2C1=NC=CC2)C2=C(C=NC=C2)OCCN(C(C=C)=O)C